CC(C(=O)O)CC(=O)O METHYLSUCCINIC ACID